(3S)-3-[5-[(1S)-1-[tert-butyl(dimethyl)silyl]oxybut-3-enyl]-1-oxo-isoindolin-2-yl]piperidine-2,6-dione [Si](C)(C)(C(C)(C)C)O[C@@H](CC=C)C=1C=C2CN(C(C2=CC1)=O)[C@@H]1C(NC(CC1)=O)=O